(R)-3-((6-nitropyridin-3-yl)amino)piperidine-1-carboxylic acid tert-butyl ester C(C)(C)(C)OC(=O)N1C[C@@H](CCC1)NC=1C=NC(=CC1)[N+](=O)[O-]